6-amino-3-cyclopropyl-1H-pyrimidine-2,4-dione NC1=CC(N(C(N1)=O)C1CC1)=O